(4S)-3,4-dihydro-2H-chromen-4-amine hydrochloride Cl.O1CC[C@@H](C2=CC=CC=C12)N